N-[5-(2,3-dihydro-[1,4]dioxino[2,3-b]pyridin-7-yl)-4-fluoro-2-[(3R,5S)-3,4,5-trimethylpiperazin-1-yl]phenyl]-6-oxo-4-(trifluoromethyl)-1H-pyridine-3-carboxamide O1CCOC2=NC=C(C=C21)C=2C(=CC(=C(C2)NC(=O)C2=CNC(C=C2C(F)(F)F)=O)N2C[C@H](N([C@H](C2)C)C)C)F